N-(1'-(6-methyl-2-morpholinopyrimidin-4-yl)-1',2'-dihydrospiro[cyclopropane-1,3'-pyrrolo[3,2-c]pyridin]-6'-yl)acetamide CC1=CC(=NC(=N1)N1CCOCC1)N1CC2(C=3C=NC(=CC31)NC(C)=O)CC2